(2S)-2-[(tert-butoxycarbonyl)amino]propionic acid C(C)(C)(C)OC(=O)N[C@H](C(=O)O)C